O[C@@H]1[C@H](O)[C@H](O)[C@H](O)[C@H](O1)CO α-D-allopyranose